N-[2-(dimethylamino)ethyl]-4-acridinecarboxamide CN(CCNC(=O)C1=CC=CC2=CC3=CC=CC=C3N=C12)C